CC1(OB(OC1(C)C)C1=CC2(CCC2)CCC1)C 4,4,5,5-tetramethyl-2-(spiro[3.5]non-5-en-6-yl)-1,3,2-dioxaborolane